FC=1C=C2C(=NC1)CN(C2)C(=O)NC2=CC=C(C=C2)C21CCC(CC2)(CC1)C(NCC(C)(C)O)=O 3-FLUORO-N-(4-(4-((2-HYDROXY-2-METHYLPROPYL)CARBAMOYL)BICYCLO[2.2.2]OCTAN-1-YL)PHENYL)-5,7-DIHYDRO-6H-PYRROLO[3,4-B]PYRIDINE-6-CARBOXAMIDE